C(C(=O)C)OCCNC([O-])=O (2-acetonyl oxy ethyl)carbamate